CC(C[Al](CC(C(C)C)C)CC(C(C)C)C)C(C)C tris(2,3-dimethyl-butyl)aluminum